tert-Butyl 4-(Benzyloxycarbonylaminomethyl)-2-azabicyclo[2.2.1]heptane-2-carboxylate C(C1=CC=CC=C1)OC(=O)NCC12CN(C(CC1)C2)C(=O)OC(C)(C)C